C(#N)C1=CC(=C(COC2=CC=CC(=N2)C2CCN(CC2)CC2=NC3=C(N2CC2=CN=CO2)C=CC=C3)C=C1)F 2-[(4-{6-[(4-Cyano-2-fluorobenzyl)oxy]pyridin-2-yl}piperidin-1-yl)methyl]-1-(1,3-oxazol-5-ylmethyl)-1H-benzimidazol